BrC1=CC=C2N=C(C(NC2=C1F)=O)C(C)O 7-bromo-8-fluoro-3-(1-hydroxyethyl)-1H-quinoxalin-2-one